ClC1=NC=C(C(=C1)C1(CC(CCC1)NCCF)N)C1=NN(C=C1)C 1-(2-Chloro-5-(1-methyl-1H-pyrazol-3-yl)pyridin-4-yl)-N3-(2-fluoroethyl)cyclohexane-1,3-diamine